1,4-dinitrosobenzene N(=O)C1=CC=C(C=C1)N=O